O[C@@]1(CN(C[C@H](OC1)CO)C(=O)OC(C)(C)C)C tert-butyl (2S,6R)-6-hydroxy-2-(hydroxymethyl)-6-methyl-1,4-oxazepane-4-carboxylate